tert-butyl 4-(3-carbamoyl-2-{4-[2-(trifluoromethyl)phenoxy]phenyl}-4,5,6,7-tetrahydro-2H-pyrazolo[4,3-b]pyridin-7-yl)piperazine-1-carboxylate C(N)(=O)C=1N(N=C2C1NCCC2N2CCN(CC2)C(=O)OC(C)(C)C)C2=CC=C(C=C2)OC2=C(C=CC=C2)C(F)(F)F